pyrrolo[3,4-d]pyrimidin-4-amine HCl salt Cl.N1C=NC(=C2C1=CN=C2)N